N-[[(cyclopropyl-methoxy)amino][6-(difluoromethoxy)-2,3-difluorophenyl]-methylene]benzeneacetamide C1(CC1)CONC(=NC(CC1=CC=CC=C1)=O)C1=C(C(=CC=C1OC(F)F)F)F